NCC(CC[Si](OC)(OC)OC)C 4-Amino-3-methylbutyltrimethoxysilan